O1C(OCCC1)CCO 1,3-dioxane-2-ethanol